FC(S(=O)(=O)[O-])(F)F.C1(=CC=CC=C1)[S+](C1=CC=C(C=C1)OC)C1=CC=CC=C1 diphenyl-4-methoxylphenylsulfonium trifluoromethanesulfonate